4-[(E)-[4-amino-3-(methoxymethyl)phenyl]azo]benzenesulfonic acid NC1=C(C=C(C=C1)\N=N\C1=CC=C(C=C1)S(=O)(=O)O)COC